(4-aminopiperidin-1-yl)-2-(4-(trifluoromethyl)phenyl)ethanone NC1CCN(CC1)C(CC1=CC=C(C=C1)C(F)(F)F)=O